C(C1=CC=CC=C1)N(C1(COC1)C#N)C 3-(benzyl(methyl)amino)oxetane-3-carbonitrile